C(CCCCCCC\C=C/C[C@H](O)CCCCCC)(=O)[O-].[Ag+] silver ricinoleate